C(C)(C)(C)OC(N[C@H]1[C@H](CCCC1)NC(C=C)=O)=O ((1R,2S)-2-acrylamidocyclohexyl)carbamic acid tert-butyl ester